(S)-3-phenyl-2,3,4,5-tetrahydrobenzo[f][1,4]oxazepine-8-carboxylic acid methyl ester COC(=O)C1=CC2=C(CN[C@H](CO2)C2=CC=CC=C2)C=C1